3,4-dihydro-quinolin-2-one N1C(CCC2=CC=CC=C12)=O